C(#N)CC(C1CCCC1)N1N=CC(=C1)C=1C2=C(N=CN1)NC=C2 4-(1-(2-cyano-1-cyclopentylethyl)-1H-pyrazol-4-yl)-7H-pyrrolo[2,3-d]pyrimidine